C(CC1=C(C(=CC(=C1)CC(C)C)C(C)(C)C)O)C1=C(C(=CC(=C1)CC(C)C)C(C)(C)C)O ethylenebis(6-tert-butyl-4-isobutylphenol)